C1C(CC2=CC=CC=C12)NC1=NC=C(C=N1)C=1C(=NN(C1)CC(=O)N1CCN(CC1)C(CO)=O)C1=CC=NC=C1 1-{4-[2-(4-{2-[(2,3-dihydro-1H-inden-2-yl)amino]pyrimidin-5-yl}-3-(pyridin-4-yl)-1H-pyrazol-1-yl)acetyl]piperazin-1-yl}-2-hydroxyethan-1-one